(R)-ethyl 4-(7-(4-chloro-3-(trifluoromethyl) benzoyl)-2-(isopropylamino)-6-methyl-4-oxo-5,6,7,8-tetrahydropyrido[3,4-d]pyrimidin-3(4H)-yl)-1-methyl-1H-imidazole-2-carboxylate ClC1=C(C=C(C(=O)N2CC=3N=C(N(C(C3C[C@H]2C)=O)C=2N=C(N(C2)C)C(=O)OCC)NC(C)C)C=C1)C(F)(F)F